ClC1=C(CC(C=C1)(C)O)C para-chlorom-xylenol